(S)-3-(4-acetamidophenyl)-2-((tert-butoxycarbonyl)amino)propionic acid C(C)(=O)NC1=CC=C(C=C1)C[C@@H](C(=O)O)NC(=O)OC(C)(C)C